N1=CN=C(C=C1)N1N=CC(=C1C(F)(F)F)C(=O)O 1-(pyrimidin-4-yl)-5-(trifluoromethyl)-1H-pyrazole-4-carboxylic acid